1-N-allyl-2,3-dimethylimidazole chloride [Cl-].C(C=C)N1C(N(C=C1)C)C